(3-Nitrophenyl)-2-(4-(trifluoromethyl)phenyl)Azole-4-carboxylic acid ethyl ester C(C)OC(=O)C=1C(=C(NC1)C1=CC=C(C=C1)C(F)(F)F)C1=CC(=CC=C1)[N+](=O)[O-]